CC(=O)N[C@@H]1[C@H]([C@@H]([C@H](O[C@H]1NC(=O)C[C@@H](C(=O)O)N)CO)O)O N4-(acetyl-beta-D-glucosaminyl)asparagine